Pyrazolo[1,5-a]-pyrimidin-5-ol sodium [Na].N1=CC=C2N1C=CC(=N2)O